CC=1C=2N(C(CN1)C)C=CC2 1,4-dimethyl-3,4-dihydropyrrolo[1,2-a]pyrazine